3-(2-chloro-4'-((3-methyl-2-oxopyridin-1(2H)-yl)methyl)-[1,1'-biphenyl]-3-yl)piperidine-2,6-dione ClC1=C(C=CC=C1C1C(NC(CC1)=O)=O)C1=CC=C(C=C1)CN1C(C(=CC=C1)C)=O